C[C@@H]1N(CCC(C1)=O)C(=O)OC(C)(C)C (2S)-tert-butyl 2-methyl-4-oxopiperidine-1-carboxylate